C1(CC1)C1=CC(=C(C=C1)B(O)O)OC (4-cyclopropyl-2-Methoxyphenyl)boronic acid